S1C(CCC1)=N dihydrothiophen-2(3H)-imine